C(C1=CC=CC=C1)OC1=CC=C(N(CC(C)O)CC(C)O)C=C1 4-benzyloxy-N,N-bis(2-hydroxypropyl)aniline